N-(2-((5-bromo-2-((2-(2-hydroxyethyl)-2H-indazol-6-yl)amino)pyrimidin-4-yl)amino)phenyl)methylsulfonamide BrC=1C(=NC(=NC1)NC=1C=CC2=CN(N=C2C1)CCO)NC1=C(C=CC=C1)CNS(=O)=O